BrC1=CC=CC=2C=3N(C(=NC12)N[C@H]1C(NCCNC1)=O)N=C(N3)C3=CC=C(C=C3)Cl (6R)-6-{[7-bromo-2-(4-chlorophenyl)[1,2,4]triazolo[1,5-c]quinazolin-5-yl]amino}-1,4-diazepan-5-one